4-((4-(6-(2-(benzylamino)-2-oxoethyl)pyridin-3-yl)phenoxy)methyl)-N-hydroxybenzoamide C(C1=CC=CC=C1)NC(CC1=CC=C(C=N1)C1=CC=C(OCC2=CC=C(C(=O)NO)C=C2)C=C1)=O